2-(4-aminophenoxy)ethane-1-sulfonic acid NC1=CC=C(OCCS(=O)(=O)O)C=C1